tert-Butyl 4-(4-(4,4,5,5-tetramethyl-1,3,2-dioxaborolan-2-yl)-3-(trifluoromethyl)-1H-pyrazol-1-yl)piperidine-1-carboxylate CC1(OB(OC1(C)C)C=1C(=NN(C1)C1CCN(CC1)C(=O)OC(C)(C)C)C(F)(F)F)C